5-chloro-2-(2-methoxyethoxy)quinoline-8-carboxylic acid ClC1=C2C=CC(=NC2=C(C=C1)C(=O)O)OCCOC